The molecule is dianion of 6-O-phosphono-D-glucono-1,5-lactone arising from deprotonation of the phosphate OH groups; major species at pH 7.3. It has a role as a human metabolite and a Saccharomyces cerevisiae metabolite. It is a conjugate base of a 6-O-phosphono-D-glucono-1,5-lactone. C([C@@H]1[C@H]([C@@H]([C@H](C(=O)O1)O)O)O)OP(=O)([O-])[O-]